3-(3-(cyclopropylmethyl)-7-((3-fluoro-1-methylpiperidin-4-yl)amino)benzo[b]thiophen-2-yl)prop-2-yn C1(CC1)CC=1C2=C(SC1C#CC)C(=CC=C2)NC2C(CN(CC2)C)F